FC(C=C)(C(C(F)(F)F)F)F 3,3,4,5,5,5-hexafluoro-1-pentene